C1(CC1)[C@H](C(F)(F)F)N1CC=C2N1C(=CC(=N2)C2=NOC=C2)C (R)-N-(1-cyclopropyl-2,2,2-trifluoroethyl)-5-(isoxazol-3-yl)-7-methylpyrazolo[1,5-a]Pyrimidine